N1-[5-chloro-4-(1H-indol-3-yl)pyrimidin-2-yl]benzene-1,3-diamine ClC=1C(=NC(=NC1)NC1=CC(=CC=C1)N)C1=CNC2=CC=CC=C12